FC=1C=C(C=CC1)N1C(OCC1)=O 3-(3-fluorophenyl)oxazolidin-2-one